ethyl 5-(trifluoromethyl)-1H-pyrazole-4-carboxylate FC(C1=C(C=NN1)C(=O)OCC)(F)F